1-(pyrazin-2-yl)-1,4-dihydro-1,8-naphthyridine-3-carboxylic acid ethyl ester C(C)OC(=O)C1=CN(C2=NC=CC=C2C1)C1=NC=CN=C1